methyl (1r,4r)-4-(3-chloroanilino)-2'-[3-hydroxy-2-(pyridin-2-yl)propyl]spiro[cyclohexane-1,1'-indene]-4-carboxylate ClC=1C=C(NC2(CCC3(C(=CC4=CC=CC=C34)CC(CO)C3=NC=CC=C3)CC2)C(=O)OC)C=CC1